2-(2,6-dioxopiperidin-3-yl)-4-((4-(methylamino)cyclohexyl)amino)isoindoline-1,3-dione O=C1NC(CCC1N1C(C2=CC=CC(=C2C1=O)NC1CCC(CC1)NC)=O)=O